3-((3-bromopyridin-2-yl)methyl)-2-((3-hydroxy-4-oxocyclohexyl)methyl)isoindolin-1-one BrC=1C(=NC=CC1)CC1N(C(C2=CC=CC=C12)=O)CC1CC(C(CC1)=O)O